[Bi].[La].[Bi] bismuth-lanthanum-bismuth